C(C)C1=CC(=CC(C1)(CC)CC)CC 1,3,5,5-tetraethyl-1,3-cyclohexadiene